P(OC\C=C(/C)\CC\C=C(/CC\C=C(/C)\CCC=C(C)C)\C)([O-])=O.P(OC)([O-])=O E,Z,E-geranylgeranyl methyl bisphosphonate